C(CCCCCCC\C=C/CCCCCCCC)(=O)N[C@@H](CO)[C@@H](CCCCCCCCCCCCCCC)O (2S,3R)-2-oleoylaminooctadecane-1,3-diol